methyl 3-(9-((4-(((tert-butoxycarbonyl)amino)methyl)-2-cyanophenyl)carbamoyl)-4,5-dihydrobenzo[b]thieno[2,3-d]oxepin-8-yl)-6-(propylcarbamoyl)picolinate C(C)(C)(C)OC(=O)NCC1=CC(=C(C=C1)NC(=O)C1=CC2=C(OCCC3=C2SC=C3)C=C1C=1C(=NC(=CC1)C(NCCC)=O)C(=O)OC)C#N